BrC1=C(OCC2=NC=CC=C2)C=CC(=C1F)[N+](=O)[O-] 2-[(2-bromo-3-fluoro-4-nitro-phenoxy)methyl]pyridine